phenylalanine tert-butyl-(9-(8-((4-chloro-2-methyl-2H-indazol-5-yl)thio)-(1,2,4)triazolo[4,3-c]pyrimidin-5-yl)-3-(pyrimidin-2-yl)-3,9-diazaspiro[5.5]undec-1-yl)carbamate C(C)(C)(C)N(C(O)=O)C1CN(CCC12CCN(CC2)C2=NC=C(C=1N2C=NN1)SC1=C(C2=CN(N=C2C=C1)C)Cl)C1=NC=CC=N1.N[C@@H](CC1=CC=CC=C1)C(=O)O